C(C)(C)(C)OC(=O)N1CCC2(C3=C(NC(O2)=O)N=CC=C3)CCC1 2'-Oxo-1',2'-dihydrospiro[azepane-4,4'-pyrido[2,3-d][1,3]oxazine]-1-carboxylic acid tert-butyl ester